isopropyl (S)-2-((4-(3-(dimethylamino)pyrrolidin-1-yl)-2-methoxy-5-nitrophenyl)amino)-4-(3,3,5-trimethyl-2,3-dihydro-1H-pyrrolo[3,2-b]pyridin-1-yl)pyrimidine-5-carboxylate CN([C@@H]1CN(CC1)C1=CC(=C(C=C1[N+](=O)[O-])NC1=NC=C(C(=N1)N1CC(C2=NC(=CC=C21)C)(C)C)C(=O)OC(C)C)OC)C